BrC/C(=C(\C(F)F)/F)/F Z-1-bromo-2,3,4,4-tetrafluorobut-2-ene